The molecule is a tetrasaccharide derivative consisting of a D-glucosyl residue beta-linked to a 3-aminopropyloxy group and which carries at O-3 a beta-D-mannosyl-(1->3)-beta-D-mannosyl-(1->3)-alpha-L-rhamnosyl linear trisaccharide unit. It contains a beta-D-Manp-(1->3)-beta-D-Manp-(1->3)-alpha-L-Rhap-(1->3)-beta-D-Glcp-yl group. C[C@H]1[C@@H]([C@H]([C@H]([C@@H](O1)O[C@H]2[C@@H]([C@H](O[C@H]([C@@H]2O)OCCCN)CO)O)O)O[C@H]3[C@H]([C@H]([C@@H]([C@H](O3)CO)O)O[C@H]4[C@H]([C@H]([C@@H]([C@H](O4)CO)O)O)O)O)O